Benzyl (S)-4-((tert-butoxycarbonyl)amino)-5-oxo-6-((2-(trifluoromethyl) pyrimidin-4-yl)oxy)hexanoate C(C)(C)(C)OC(=O)N[C@@H](CCC(=O)OCC1=CC=CC=C1)C(COC1=NC(=NC=C1)C(F)(F)F)=O